(E)-1-(4-Fluorophenyl)3-(4-hydroxy-3-methoxyphenyl)prop-2-en-1-one monohydrate O.FC1=CC=C(C=C1)C(\C=C\C1=CC(=C(C=C1)O)OC)=O